4-[[4-Oxo-2-thioxo-3-[[3-(trifluoromethyl)phenyl]methyl]-5-thiazolidinylidene]methyl]benzoic acid O=C1N(C(SC1=CC1=CC=C(C(=O)O)C=C1)=S)CC1=CC(=CC=C1)C(F)(F)F